O=C1NN2C(CCCC2)=C1C(=O)N 2-oxo-1,2,4,5,6,7-hexahydropyrazolo[1,5-a]pyridine-3-carboxamide